2-nitro-N-(quinolin-8-yl)benzamide [N+](=O)([O-])C1=C(C(=O)NC=2C=CC=C3C=CC=NC23)C=CC=C1